FC=1C=C(CN2C3=C(C=C(CC2=O)C(=O)OC)C=CC=C3)C=CC1C methyl 1-(3-fluoro-4-methylbenzyl)-2-oxo-2,3-dihydro-1H-benzo[b]azepine-4-carboxylate